2-bromoethyl methyl carbonate C(OCCBr)(OC)=O